(4-amino-1,3-dihydrofuro[3,4-c]quinolin-8-yl)(6-(4-trifluoromethylphenyl)octahydro-1H-pyrrolo[2,3-c]pyridin-1-yl)methanone bicyclo[4.4.3]tridecanyl-acrylate C12(CCCCC(CCCC1)CCC2)OC(C=C)=O.NC2=NC=1C=CC(=CC1C1=C2COC1)C(=O)N1CCC2C1CN(CC2)C2=CC=C(C=C2)C(F)(F)F